P(OC(COCC1=C(C=CC=C1)C)(CC1=C(C=CC=C1)C)C)([O-])(=O)N methyl-phenyl-(2-methyl-1-(2-methylbenzyloxy) propan-2-yl) phosphoramidate